5-cyano-N-{(3S)-4-[2-(3,4-dichlorophenoxy)acetamido]-3-hydroxybicyclo[2.2.2]oct-1-yl}pyridine-2-carboxamide trizinc [Zn].[Zn].[Zn].C(#N)C=1C=CC(=NC1)C(=O)NC12C[C@@H](C(CC1)(CC2)NC(COC2=CC(=C(C=C2)Cl)Cl)=O)O